C(C)OC(=C)C1=NC=C(C(=O)N)C=C1F 6-(1-ethoxyvinyl)-5-fluoronicotinamide